CC12CCC(CC1)(C2)CO methyl-4-(hydroxymethyl)bicyclo[2.2.1]heptane